C(CCC)C1=NC(=NO1)N 5-butyl-1,2,4-oxadiazol-3-amine